(4-((3,6-dimethoxy-9H-carbazol-9-yl)methyl)benzyl)boronic acid COC=1C=CC=2N(C3=CC=C(C=C3C2C1)OC)CC1=CC=C(CB(O)O)C=C1